(R)-benzyl 1-(4-bromophenyl)ethylcarbamate BrC1=CC=C(C=C1)[C@@H](C)NC(OCC1=CC=CC=C1)=O